ClC1=NC2=NC=CC=C2C(=C1)OC(C)C 2-chloro-4-isopropoxy-1,8-naphthyridine